ClC1=CC=C2C(=CNC2=C1C1=NC=C(C=N1)F)S(=O)(=O)Cl 6-chloro-7-(5-fluoropyrimidin-2-yl)-1H-indole-3-sulfonyl chloride